8-ethoxymethoxy-1,3,5-trimethyloctyl-magnesium bromide C(C)OCOCCCC(CC(CC(C)[Mg]Br)C)C